C(CC)[Mo]C1C=CC=C1 propylcyclopentadienylmolybdenum